CC(C)(C)OC(=O)NC[C@@H]1CCCN1 (S)-2-Boc-aminomethylpyrrolidine